2,3-diethyl-1,4-butanediol benzoate phenylglyoxylate C1(=CC=CC=C1)C(C(=O)OCC(C(COC(C1=CC=CC=C1)=O)CC)CC)=O